methyl-N-[(E)-3-(4,4,5,5-tetramethyl-1,3,2-dioxaborolan-2-yl)allyl]Carbamic acid tert-butyl ester C(C)(C)(C)OC(N(C\C=C\B1OC(C(O1)(C)C)(C)C)C)=O